ClC1=CC=C(C=C1)C1OC=CCC1 4-chlorophenyl-dihydropyran